methyl 2-(6-(tert-butoxy)-2-phenyl-3,4-dihydronaphthalen-1-yl)-5-hydroxybenzoate C(C)(C)(C)OC=1C=C2CCC(=C(C2=CC1)C1=C(C(=O)OC)C=C(C=C1)O)C1=CC=CC=C1